ClC1=CC=C(C=N1)CNC(C1=C(C=C(C=C1)C1=NOC(C1)(C(F)(F)F)C1=CC(=CC(=C1)C(F)(F)F)C(F)(F)F)C)=O N-((6-chloropyridin-3-yl)methyl)-4-(5-(3,5-bis(trifluoromethyl)phenyl)-5-(trifluoromethyl)-4,5-dihydroisoxazol-3-yl)-2-methylbenzamide